(2,2,2-trifluoroethoxy)benzamide FC(COC1=C(C(=O)N)C=CC=C1)(F)F